CO[C@@H]1CN(C[C@@H]1OC)C1=NC=CC(=N1)OC1=CC(=C(N)C=C1)F 4-((2-((3R,4S)-3,4-dimethoxypyrrolidin-1-yl)pyrimidin-4-yl)oxy)-2-fluoroaniline